C(CC)(=O)N (+)-propionamide